7-amino-3-((3-((3R,5R)-5-(4-fluorophenyl)tetrahydro-furan-3-yl)-1,2,4-oxadiazol-5-yl)methyl)pyrido[2,3-d]pyrimidin-4(3H)-one NC=1C=CC2=C(N=CN(C2=O)CC2=NC(=NO2)[C@@H]2CO[C@H](C2)C2=CC=C(C=C2)F)N1